C1=CC(=C(C(=C1)N)N)C(=O)N diaminobenzamide